Cl.NCCOCC(=O)OCC1=CC=CC=C1 benzyl 2-(2-aminoethoxy)acetate hydrochloride